C(C)(C)(C)OC(=O)N1C[C@@H]2N(CC1)C(N(C2)CC(C)C)=O (R)-2-isobutyl-3-oxohexahydroimidazo[1,5-a]Pyrazine-7(1H)-carboxylic acid tert-butyl ester